1-[(2R)-butan-2-yl]-1H-pyrazol C[C@H](CC)N1N=CC=C1